N-(4-{[3-(5-cyclopropyl-1,3,4-oxadiazol-2-yl)-1-{[2-(trimethylsilyl)ethoxy]methyl}-1H-pyrrolo[2,3-b]pyridin-4-yl]oxy}-3,5-difluorophenyl)-N'-[(3-methyloxetan-3-yl)methyl]urea C1(CC1)C1=NN=C(O1)C1=CN(C2=NC=CC(=C21)OC2=C(C=C(C=C2F)NC(=O)NCC2(COC2)C)F)COCC[Si](C)(C)C